tert-butyl (1R,5R,6R)-3-(7-bromo-6-chloro-2-((1-((dimethylamino)methyl)cyclopropyl)methoxy)-8-fluoroquinazolin-4-yl)-6-hydroxy-3,8-diazabicyclo[3.2.1]octane-8-carboxylate BrC1=C(C=C2C(=NC(=NC2=C1F)OCC1(CC1)CN(C)C)N1C[C@H]2C[C@H]([C@@H](C1)N2C(=O)OC(C)(C)C)O)Cl